(phenylsulfonyl)-4-(4-(trifluoromethyl)phenyl)piperazine-1-carboxamide C1(=CC=CC=C1)S(=O)(=O)C1N(CCN(C1)C1=CC=C(C=C1)C(F)(F)F)C(=O)N